tert-butyl N-[(3R,5R)-5-fluoro-1-[2-[9-(3-hydroxypropyl)-1,9-diazatricyclo[6.3.1.04,12]dodeca-2,4(12),5,7-tetraen-2-yl]-1,7-dimethoxy-benzimidazole-5-carbonyl]-3-piperidyl]carbamate F[C@@H]1C[C@H](CN(C1)C(=O)C1=CC2=C(N(C(=N2)C=2N3CCN(C4=CC=CC(C2)=C34)CCCO)OC)C(=C1)OC)NC(OC(C)(C)C)=O